(Sa)-6-(1-((R)-1-(4-(5-Chloro-6-methoxypyridin-3-yl)phenyl)ethyl)-4-fluoro-1H-indol-7-carboxamido)spiro[3.3]heptan ClC=1C=C(C=NC1OC)C1=CC=C(C=C1)[C@@H](C)N1C=CC2=C(C=CC(=C12)C(=O)NC1CC2(CCC2)C1)F